C(C=CCCCCCCCCCC=CCCCC)CC(=O)O.O1COCC2=C1C=CC=C2CCC(=O)NCC=2SC(=CC2)C2=CC(=CC(=C2)F)F 3-(benzo[D][1,3]dioxan-5-yl)-N-((5-(3,5-difluorophenyl)thiophen-2-yl)methyl)propanamide octadeca-2,13-dien-1-yl-acetate